BrC1=C(C=C2C(=CN(C2=C1)CC(C)(C)C)C(C)=NS(=O)(=O)C1CC1)F N-(1-(6-bromo-5-fluoro-1-neopentyl-1H-indol-3-yl)ethylidene)cyclopropanesulfonamide